3-(4-(1H-pyrazol-4-yl)phenyl)-1-(3,4-dichlorobenzyl)-8-oxa-1,3-diazaspiro[4.5]decan-2-one N1N=CC(=C1)C1=CC=C(C=C1)N1C(N(C2(C1)CCOCC2)CC2=CC(=C(C=C2)Cl)Cl)=O